ClC1=CC=C(C(=N1)C(=O)NS(=O)(=O)C)N[C@H](C)C=1C=C(C=C2C(C(=C(OC12)C1=CC=CC=C1)C=1N=COC1)=O)C 6-Chloro-3-[[(1R)-1-(6-methyl-3-oxazol-4-yl-4-oxo-2-phenyl-chromen-8-yl)ethyl]amino]-N-methylsulfonyl-pyridine-2-carboxamide